C(C=CCCCCCC)(=O)OC(C=CCCCCCC)=O nonenoic anhydride